6-[tert-butyl(dimethyl)silyl]oxy-N-[6-cyano-5-(trifluoromethyl)pyridin-3-yl]-2-hydroxy-2-methyl-hexanamide [Si](C)(C)(C(C)(C)C)OCCCCC(C(=O)NC=1C=NC(=C(C1)C(F)(F)F)C#N)(C)O